OC1C=CC(C=C1)(C=O)C 4-HYDROXY-1-METHYL-2,5-CYCLOHEXADIENE-1-CARBALDEHYDE